CN1C(N(C2=C1C=C(C=C2)C2CCNCC2)C2C(NC(CC2)=O)=O)=O 3-[3-methyl-2-oxo-5-(piperidin-4-yl)-1,3-benzodiazol-1-yl]piperidine-2,6-dione